6-methoxy-3,3-dimethyl-2,3-dihydro-1H-pyrrolo[3,2-b]pyridine-1-carboxylic acid tert-butyl ester C(C)(C)(C)OC(=O)N1CC(C2=NC=C(C=C21)OC)(C)C